NC1=NC=2C=C(C(=CC2C2=C1C=NN2C)C(=O)N(CC2=NC=C(C=C2)C#CC2=CC=NC=C2)C2CC2)F 4-amino-N-cyclopropyl-7-fluoro-1-methyl-N-((5-(pyridin-4-ylethynyl)pyridin-2-yl)methyl)-1H-pyrazolo[4,3-c]quinoline-8-carboxamide